ethyl 2-[4-(1-ethoxyvinyl)-7-isopropyl-1-oxo-pyrrolo[1,2-d][1,2,4]triazin-2-yl]acetate C(C)OC(=C)C1=NN(C(C=2N1C=C(C2)C(C)C)=O)CC(=O)OCC